(R)-N-(1-(3-(difluoromethyl)-2-fluorophenyl)ethyl)-4-(1,1-dioxidothiomorpholino)-7-methyl-7H-pyrrolo[2,3-d]pyrimidine-6-carboxamide FC(C=1C(=C(C=CC1)[C@@H](C)NC(=O)C1=CC2=C(N=CN=C2N2CCS(CC2)(=O)=O)N1C)F)F